8'-Bromo-9'-fluoro-3'-methylspiro[cyclobutane-1,1'-pyrrolo[2,3-c]quinolin]-2'(3'H)-one BrC1=C(C=2C3=C(C=NC2C=C1)N(C(C31CCC1)=O)C)F